((1S,3S)-3-((5-(difluoromethoxy)pyrimidin-2-yl)amino)cyclopentyl)-3-(hydroxymethyl)-2H-[1,3'-bipyridyl]-2-one FC(OC=1C=NC(=NC1)N[C@@H]1C[C@H](CC1)C1=C(C(N(C=C1)C=1C=NC=CC1)=O)CO)F